N[C@@H](C1=C(C=C(C(=C1)Cl)Cl)O)C1CCN(CC1)S(=O)(=O)C1CNCC1 2-[(R)-amino([1-[pyrrolidine-3-sulfonyl]piperidin-4-yl])methyl]-4,5-dichlorophenol